2-fluoro-N-(5-(4-(2-fluoro-5-((4-oxo-3,4-dihydro-phthalazin-1-yl)methyl)benzoyl)piperazin-1-yl)pentyl)isonicotinamide FC=1C=C(C(=O)NCCCCCN2CCN(CC2)C(C2=C(C=CC(=C2)CC2=NNC(C3=CC=CC=C23)=O)F)=O)C=CN1